3,5-bis(trifluoromethyl) phenyl binaphthyl-phosphate P(=O)(O)(O)O.FC(C=1C=C(C=C(C1)C(F)(F)F)C1=C(C2=CC=CC=C2C=C1)C1=CC=CC2=CC=CC=C12)(F)F